6-((3-(8-(((3R,4S)-4-fluoropyrrolidin-3-yl)amino)-3-((trifluoromethyl)thio)imidazo[1,2-a]pyridin-2-yl)prop-2-yn-1-yl)amino)-7-methoxy-3,4-dihydroisoquinolin-1(2H)-one F[C@@H]1[C@@H](CNC1)NC=1C=2N(C=CC1)C(=C(N2)C#CCNC=2C=C1CCNC(C1=CC2OC)=O)SC(F)(F)F